NC1=NC=CC(=N1)OC1=CC(=C(C=C1)N1C(N(CC1=O)C1=CC(=CC(=C1)C(F)(F)F)F)=O)CC 3-{4-[(2-amino-4-pyrimidinyl)oxy]-2-ethylphenyl}-1-[3-fluoro-5-(trifluoromethyl)phenyl]-2,4-imidazolidinedione